N1CCCNC2=C1C=CC=C2 2,3,4,5-tetrahydro-1H-1,5-benzodiazepine